2-[3-(5-cyclopropyl-1H-pyrazol-1-yl)phenyl]-5-(difluoromethyl)-1,3,4-oxadiazole C1(CC1)C1=CC=NN1C=1C=C(C=CC1)C=1OC(=NN1)C(F)F